ClC1=CC=C(C=C1)N1C(C=CC(=C1)C)=O 1-(4'-Chlorophenyl)-5-methyl-(1H)pyridone